2-(2-((tert-butoxycarbonyl)amino)ethyl)-2H-indazole-3-carboxylic acid C(C)(C)(C)OC(=O)NCCN1N=C2C=CC=CC2=C1C(=O)O